NC1=NC2=C(C=CC=C2C(=N1)C=1N=NN(C1)CC1NN(C=C1)CC(C)(O)C)OC 1-(3-{[4-(2-amino-8-methoxyquinazolin-4-yl)-1H-1,2,3-triazol-1-yl]methyl}-2H-pyrazol-1-yl)-2-methylpropan-2-ol